2-amino-N-((3-(3,7-dimethylocta-2,6-dien-1-yl)-2,4-dihydroxy-6-pentylphenyl)sulfonyl)propanamide NC(C(=O)NS(=O)(=O)C1=C(C(=C(C=C1CCCCC)O)CC=C(CCC=C(C)C)C)O)C